4-(2,5-Diazabicyclo[2.2.2]octan-2-yl)-7-(8-ethyl-7-fluoro-3-hydroxynaphthalen-1-yl)-2-((1-(morpholinomethyl)cyclopropyl)methoxy)-6-(trifluoromethyl)pyrido[3,4-d]pyrimidin-8(7H)-one C12N(CC(NC1)CC2)C=2C1=C(N=C(N2)OCC2(CC2)CN2CCOCC2)C(N(C(=C1)C(F)(F)F)C1=CC(=CC2=CC=C(C(=C12)CC)F)O)=O